6-fluoro-1,4-dihydro-1,4-epoxynaphthalene FC=1C=C2C3C=CC(C2=CC1)O3